1-(1-(2,6-Dioxopiperidin-3-yl)-3-methyl-2-oxo-2,3-dihydro-1H-benzo[d]imidazol-4-yl)azetidine-3-carbaldehyde O=C1NC(CCC1N1C(N(C2=C1C=CC=C2N2CC(C2)C=O)C)=O)=O